N-Hydroxy-N-methyl-3-naphthalen-2-yl-propionamide ON(C(CCC1=CC2=CC=CC=C2C=C1)=O)C